C1(=CC=CC=C1)C(=O)N1CCC2(C(N3[C@H](O2)CC[C@H]3C3=CC(=CC=C3)F)=O)CC1 (5'S,7a'R)-1-(benzenecarbonyl)-5'-(3-fluorophenyl)tetrahydro-3'H-spiro[piperidine-4,2'-pyrrolo[2,1-b][1,3]oxazol]-3'-one